BrC=1C=CC2=C(NC=N2)C1Br 6,7-dibromo-1H-benzimidazole